ClC1(C(CN(CC1)C(=O)OCC1=CC=CC=C1)C)Cl benzyl 4,4-dichloro-3-methylpiperidine-1-carboxylate